5-imino-2-(trifluoromethyl)-5H-[1,3,4]thiadiazolo[3,2-a]pyrimidin-7(6H)-one N=C1CC(N=C2N1N=C(S2)C(F)(F)F)=O